2-(5-fluoro-2,3-dihydro-1H-indene-1-ylidene)acetonitrile FC=1C=C2CCC(C2=CC1)=CC#N